1,2-dibenzylglycerol C(C1=CC=CC=C1)OCC(OCC1=CC=CC=C1)CO